[N+](=O)([O-])C=1C=C(CN2N=CC=C2)C=CC1 N-(3-nitrobenzyl)pyrazole